(1-(((2R,3S,4R,5R)-5-(6-amino-2-chloro-9H-purin-9-yl)-3-ethynyl-3,4-dihydroxytetrahydrofuran-2-yl)methoxy)-2-methoxy-2-oxoethyl)phosphonic acid NC1=C2N=CN(C2=NC(=N1)Cl)[C@H]1[C@@H]([C@@]([C@H](O1)COC(C(=O)OC)P(O)(O)=O)(O)C#C)O